C[C@H]1C[C@@]2(N([C@H](C1)C2)C(=O)NC2=CC(=C(C=C2)C)C2=NN(C=C2)C)C=2OC(=NN2)C (1S,3R,5R)-3-methyl-1-(5-methyl-1,3,4-oxadiazol-2-yl)-N-(4-methyl-3-(1-methyl-1H-pyrazol-3-yl)phenyl)-6-azabicyclo[3.1.1]heptane-6-carboxamide